C(C=CC=CCCCCCCCCCCC)=O 1-Hexadecadienal